C(C1=CC=CC=C1)(=O)O[C@@H]1C[C@@H]2COC3=C(C(N2C1)=O)C(=C(C(=C3)C)Cl)O (2R,11aR)-7-Chloro-6-hydroxy-8-methyl-5-oxo-2,3,11,11a-tetrahydro-1H,5H-benzo[f]pyrrolo[2,1-c][1,4]oxazepin-2-yl benzoate